2-hydroxyethoxy(dimethoxy)silane OCCO[SiH](OC)OC